FC(C1=NN(C(=C1)C(F)(F)F)CC(=O)N1CCC(CC1)C1=CC(=NC=C1)C(=O)NC1CCCC2=CC=CC=C12)(F)F 4-[1-[2-[3,5-bis(trifluoromethyl)pyrazol-1-yl]acetyl]-4-piperidinyl]-N-tetrahydronaphthalen-1-yl-pyridine-2-carboxamide